(R)-2-((((1r,4R)-4-(Benzyloxy)cyclohexyl)methyl)amino)-1-(5-fluoropyridin-3-yl)ethan-1-ol C(C1=CC=CC=C1)OC1CCC(CC1)CNC[C@H](O)C=1C=NC=C(C1)F